N-(1,2-Dimethylpiperidin-4-yl)-N-methyl-5-[4-(1H-pyrazol-4-yl)-1H-indol-7-yl][1,3]thiazolo[5,4-d][1,3]thiazol-2-amin CN1C(CC(CC1)N(C=1SC=2N=C(SC2N1)C=1C=CC(=C2C=CNC12)C=1C=NNC1)C)C